N[C@@H]1C2=CC=CC=C2CC12CCN(CC2)C=2N=CC(=NC2)SC2=C(C(=NC=C2)O)Cl (S)-4-((5-(1-amino-1,3-dihydrospiro[indene-2,4'-piperidin]-1'-yl)pyrazin-2-yl)thio)-3-chloropyridin-2-ol